N-ethyl-2-((5-(2-(6-(ethylamino)-5-hydroxy-2-methylhex-3-yl)-2,6-diazaspiro[3.4]oct-6-yl)-1,2,4-triazin-6-yl)oxy)-5-fluoro-N-isopropylbenzamide hydrochloride Cl.C(C)N(C(C1=C(C=CC(=C1)F)OC1=C(N=CN=N1)N1CC2(CN(C2)C(C(C)C)CC(CNCC)O)CC1)=O)C(C)C